7-((1,4-oxazepan-6-yl)amino)pyrazolo[1,5-d][1,2,4]triazin-4(5H)-one O1CCNCC(C1)NC1=NNC(C=2N1N=CC2)=O